N-((1R,4R)-4-(((2-((1-cyclopropyl-3-methoxy-1H-pyrazol-4-yl)amino)-5-fluoropyrimidin-4-yl)oxy)methyl)cyclohexyl)acetamide C1(CC1)N1N=C(C(=C1)NC1=NC=C(C(=N1)OCC1CCC(CC1)NC(C)=O)F)OC